BrC1=C(C=C(C(=N1)OC)N(CC1=CC=C(C=C1)OC)CC1=CC=C(C=C1)OC)F (6-bromo-5-fluoro-2-methoxy-3-pyridyl)-bis(p-anisyl)amine